ethyl 3-(5-bromopyridin-2-yl)propionate BrC=1C=CC(=NC1)CCC(=O)OCC